C1=CC=CC=2C3=CC=CC=C3C(C12)COC(NCCOCCOCCOCCOCCOCCOCCC(=O)O)=O 1-(9H-fluoren-9-yl)-3-oxo-2,7,10,13,16,19,22-heptaoxa-4-azapentacosane-25-oic acid